(R)-3-(5-(2-Benzyl-4-(methylsulfonyl)piperazin-1-yl)-3-iodo-1H-pyrazolo[4,3-d]pyrimidin-1-yl)-6-chloro-2-fluoro-5-(trifluoromethyl)phenol C(C1=CC=CC=C1)[C@H]1N(CCN(C1)S(=O)(=O)C)C=1N=CC2=C(N1)C(=NN2C=2C(=C(C(=C(C2)C(F)(F)F)Cl)O)F)I